4-(5-chloro-7-fluoro-6-(5-methoxy-2-methyl-2H-indazol-7-yl)benzo[c]isothiazol-3-yl)piperazine-1-carboxylic acid tert-butyl ester C(C)(C)(C)OC(=O)N1CCN(CC1)C1=C2C(=NS1)C(=C(C(=C2)Cl)C2=CC(=CC1=CN(N=C21)C)OC)F